(2E)-N-(3-bromo-2,4,5-trifluoro-phenyl)-2-hydroxyimino-acetamide BrC=1C(=C(C=C(C1F)F)NC(/C=N/O)=O)F